FC(OC1=C(C=CC(=C1F)F)[C@H]1[C@@H](O[C@]([C@H]1C)(C(F)(F)F)C)C(=O)NC1=CN=NC=C1)F |o1:11,12,14,15| rel-(2R,3S,4S,5R)-3-(2-(difluoromethoxy)-3,4-difluorophenyl)-4,5-dimethyl-N-(pyridazin-4-yl)-5-(trifluoromethyl)tetrahydrofuran-2-carboxamide